5-hydroxy-2-(4-methylpiperazine-1-carbonyl)-1H-indole-4-carbaldehyde OC1=C(C=2C=C(NC2C=C1)C(=O)N1CCN(CC1)C)C=O